2,4-diethyl-1,3,2,4-diazadibismetane C(C)[Bi]1N[Bi](N1)CC